N-(4-chloro-2-methoxyphenyl)formamide ClC1=CC(=C(C=C1)NC=O)OC